FC=1C(=NC(=C(C1)C=1CCNCC1)C)OC 3-Fluoro-2-methoxy-6-methyl-5-(1,2,3,6-tetrahydropyridin-4-yl)pyridine